CN(C(C#CC(=O)N1CCC(CC1)(C(=O)N([C@@H](C(C)C)C(=O)OCCCC)C)F)(C)C)C butyl N-(1-(4-(dimethylamino)-4-methylpent-2-ynoyl)-4-fluoropiperidine-4-carbonyl)-N-methyl-L-valinate